N-(3-(diethylamino)propyl)-2-(4-((dimethylamino)methyl)phenyl)benzo[d]imidazo[2,1-b]thiazole C(C)N(CCCN1C(=CN2C1SC1=C2C=CC=C1)C1=CC=C(C=C1)CN(C)C)CC